COC1=NC(=NC(=C1)OC)C=O 4,6-dimethoxypyrimidine-2-carbaldehyde